C(C=C)(=O)OC1=C(C=C(C=C1C(C)(C)CC)C(C)(C)CC)C(C)C1=C(C(=CC(=C1)C(C)(C)CC)C(C)(C)CC)O (1-(2-hydroxy-3,5-di-tert-pentylphenyl) ethyl)-4,6-di-tert-pentylphenyl acrylate